C1(=CC=CC=C1)N1C2=CC=CC=C2C=2C=C(C=CC12)C=1C=CC=2N(C3=CC=CC=C3C2C1)C=1C2=C(N=CN1)C1=C(O2)C=CC=C1 4-(9'-phenyl-3,3'-bi-9H-carbazole-9-yl)benzofuro[3,2-d]pyrimidine